C1=CN(C(=O)NC1=O)[C@H]2[C@@H]([C@@H]([C@H](O2)COP(=O)(O)OP(=O)(O)OC3[C@@H]([C@H]([C@H]([C@H](O3)CO)O)O)O)O)O The molecule is a UDP-sugar having D-galactose as the sugar component. It has a role as a human metabolite. It is a conjugate acid of an UDP-D-galactose(2-).